C1(=CC=CC=C1)C(CCC1=C(C=C(C=C1)O)O)C 4-(3-Phenylbutyl)benzene-1,3-diol